ClC1=C(C(=CC=C1)Cl)NC=1NCCN1 N-(2,6-dichlorophenyl)-4,5-dihydro-1H-imidazol-2-amine